OC=1C(=CC(=C(C(=O)O)C1)[N+](=O)[O-])OC 5-hydroxy-4-methoxy-2-nitrobenzoic acid